FC1(CC(C1)CN1N=C(C(=C1C(=O)O)C(F)(F)F)C(F)F)F 1-((3,3-difluorocyclobutyl)methyl)-3-(difluoromethyl)-4-(trifluoromethyl)-1H-pyrazole-5-carboxylic acid